2-((2S)-2-(1-cyclopropyl-1H-pyrazol-4-yl)-4-morpholinyl)-4-(cis-3-(difluoromethyl)cyclobutyl)-6,7-dimethylpteridine C1(CC1)N1N=CC(=C1)[C@H]1CN(CCO1)C1=NC2=NC(=C(N=C2C(=N1)[C@@H]1C[C@@H](C1)C(F)F)C)C